N-(1,1-dimethylsilacyclooctane-5-yl)-4,5-difluoro-6-methyl-1H-pyrrolo[2,3-b]pyridine-2-carboxamide C[Si]1(CCCC(CCC1)NC(=O)C1=CC=2C(=NC(=C(C2F)F)C)N1)C